C(C)S(=O)(=O)C=1C=C(OC(C#N)(C)C)C=CC1N1N=C2C(C=NC(=C2)C(F)(F)F)=C1 2-[3-ethylsulfonyl-4-[6-(trifluoromethyl)pyrazolo[4,3-c]pyridin-2-yl]-phenoxy]-2-methyl-propionitrile